F[C@@H]1C[C@@H](N(C1)C(=O)OC(C)(C)C)COC1=CC(=C(C=C1)C)C(NC1(CC1)C1=CC=CC2=CC=CC=C12)=O (2R,4R)-tert-butyl 4-fluoro-2-((4-methyl-3-((1-(naphthalen-1-yl)cyclopropyl) carbamoyl)phenoxy)methyl)pyrrolidine-1-carboxylate